C(C)OC(=O)C=1N=CSC1CCCO 5-(3-hydroxypropyl)-1,3-thiazole-4-carboxylic acid ethyl ester